5-ethynyl-1,6-difluoro-4-(8-fluoro-2-(((2R,7aS)-2-fluorotetrahydro-1H-pyrrolizin-7a(5H)-yl)methoxy)-4-(1,4-oxazepan-4-yl)pyrido[4,3-d]pyrimidin-7-yl)naphthalen-2-ol C(#C)C1=C2C(=CC(=C(C2=CC=C1F)F)O)C1=C(C=2N=C(N=C(C2C=N1)N1CCOCCC1)OC[C@]12CCCN2C[C@@H](C1)F)F